C[C@H]1/C=C/C=C(\\C(=O)NC2=C(C(=C3C(=C2O)C(=C(C4=C3C(=O)[C@](O4)(O/C=C/[C@@H]([C@H]([C@H]([C@@H]([C@@H]([C@@H]([C@H]1O)C)O)C)OC(=O)C)C)OC)C)C)[O-])O)/C=N/N5CC[NH+](CC5)C)/C The molecule is a zwitterion obtained by transfer of a proton from the 5-hydroxy group to the tertiary amino group of rifampicin. It is a tautomer of a rifampicin.